7-bromoisothiazolo[4,5-c]pyridine BrC=1C2=C(C=NC1)C=NS2